(1S,2S,3S)-N-[8-amino-7-fluoro-6-(4-methylpyridin-3-yl)isoquinolin-3-yl]-2-(1H-imidazol-5-yl)-3-methylcyclopropane-1-carboxamide NC=1C(=C(C=C2C=C(N=CC12)NC(=O)[C@@H]1[C@H]([C@@H]1C)C1=CN=CN1)C=1C=NC=CC1C)F